[3-(Tetrazol-1-yl)pyrrolidin-1-yl]-[6-[6-(trifluoromethyl)pyrazin-2-yl]oxy-2-azaspiro[3.3]heptan-2-yl]methanone N1(N=NN=C1)C1CN(CC1)C(=O)N1CC2(C1)CC(C2)OC2=NC(=CN=C2)C(F)(F)F